2-(2,6-dioxopiperidin-3-yl)-5-((6-oxo-6-(4-(pyridin-2-yl)piperidin-1-yl)hexyl)amino)isoindoline-1,3-dione O=C1NC(CCC1N1C(C2=CC=C(C=C2C1=O)NCCCCCC(N1CCC(CC1)C1=NC=CC=C1)=O)=O)=O